N,N-dibutyl-5-(4,4,5,5-tetramethyl-1,3,2-dioxaborolan-2-yl)pyrimidin-2-amine C(CCC)N(C1=NC=C(C=N1)B1OC(C(O1)(C)C)(C)C)CCCC